NC1=C(C=C(C=N1)C=1C=C2N(N1)CC[C@]21CN(CC1)C(=O)NCC)SC1=CC=CC=C1 |r| (rac)-2'-[6-amino-5-(phenylsulfanyl)pyridin-3-yl]-N-ethyl-5',6'-dihydrospiro[pyrrolidine-3,4'-pyrrolo[1,2-b]pyrazole]-1-carboxamide